(R)-2-(1,1-diphenylpropan-2-yl)-5-hydroxy-N-(isoxazol-4-yl)-1-methyl-6-oxo-1,6-dihydropyrimidine-4-carboxamide C1(=CC=CC=C1)C([C@@H](C)C=1N(C(C(=C(N1)C(=O)NC=1C=NOC1)O)=O)C)C1=CC=CC=C1